C(C)(=O)NC(C(CCCN=C(N)N)N)=O N-Acetyl-2-amino-5-(diaminomethylideneamino)pentanamide